O(S(=O)(=O)C(F)(F)F)C1=CC=CC=2C=COC21 benzofuran-7-yl triflate